N-[3-methyl-5-[[2-oxo-2-(2-phenyl-1-piperidyl)acetyl]amino]-2-pyridyl]carbamate CC=1C(=NC=C(C1)NC(C(N1C(CCCC1)C1=CC=CC=C1)=O)=O)NC([O-])=O